hexahydro-3H-oxazolo[3,4-a]pyrazin C1OCN2C1CNCC2